3-[(3-acrylamidopropyl)-dimethylammonio]propanoate C(C=C)(=O)NCCC[N+](CCC(=O)[O-])(C)C